N(N)=C1NCCC(N1)=O 2-hydrazinylidenetetrahydropyrimidine-4(1H)-one